FC=1C=C(C(=O)NC2=NC=CC(=C2)C(F)(F)F)C=CC1B1OC(C(O1)(C)C)(C)C 3-fluoro-4-(4,4,5,5-tetramethyl-1,3,2-dioxaborolan-2-yl)-N-(4-(trifluoromethyl)pyridin-2-yl)benzamide